C(C)(C)(C)OC(=O)N1CCC(CC1)C#CC=1C=2N(C=CC1)C(=CN2)N2C(N(C(CC2)=O)CC2=CC=C(C=C2)OC)=O tert-butyl-4-((3-(3-(4-methoxybenzyl)-2,4-dioxotetrahydropyrimidin-1(2H)-yl)imidazo[1,2-a]pyridin-8-yl)ethynyl)piperidine-1-carboxylate